2-(5-(((6-cyano-3-(3,3-difluoropiperidin-1-yl)-1-isopropyl-1H-pyrrolo[3,2-b]pyridin-5-yl)thio)methyl)-2-fluorophenyl)acetic acid Potassium tert-butoxide CC(C)(C)[O-].[K+].C(#N)C=1C=C2C(=NC1SCC=1C=CC(=C(C1)CC(=O)O)F)C(=CN2C(C)C)N2CC(CCC2)(F)F